α,α-diethyl-γ-valerolactone C(C)C1(C(=O)OC(C1)C)CC